N-(7-chloro-1-(1-(4-(dimethylamino)but-2-enoyl)azepin-3-yl)-1H-benzo[d]imidazol-2-yl)-isonicotinamide ClC1=CC=CC2=C1N(C(=N2)NC(C2=CC=NC=C2)=O)C2=CN(C=CC=C2)C(C=CCN(C)C)=O